CC1(C=2C=CC(=CC2C(CC1)(C)C)C#CC1=CC=C(C(=O)O)C=C1)C 4-[2-(5,6,7,8-Tetrahydro-5,5,8,8-tetramethyl-2-naphthalenyl)ethynyl]benzoic acid